N-[(4S,5S)-7-ethyl-4-(4-fluorophenyl)-3-methyl-6-oxo-1-(propan-2-yl)-1H,4H,5H,6H,7H-pyrazolo[3,4-b]pyridin-5-yl]-3-methylbenzamide C(C)N1C2=C([C@@H]([C@@H](C1=O)NC(C1=CC(=CC=C1)C)=O)C1=CC=C(C=C1)F)C(=NN2C(C)C)C